1-(dimethylamino)hex-1-en-3-one CN(C=CC(CCC)=O)C